O1CCC12CCNC2 Oxa-7-azaspiro[3.4]octane